CC1=NOC(=C1C=1C=C2C(=NC(=NC2=CC1)C=1C=C(SC1)CO)N1[C@H](COCC1)C1=CC=CC=C1)C (S)-(4-(6-(3,5-dimethylisoxazol-4-yl)-4-(3-phenylmorpholino)quinazolin-2-Yl)thiophen-2-yl)methanol